The molecule is a proanthocyanidin isolated from the bark of Cinnamomum cassia. It has a role as a cyclooxygenase 2 inhibitor and a plant metabolite. C1[C@@H]([C@H](OC2=C1C(=CC(=C2[C@@H]3[C@H]([C@H](OC4=C5[C@@H]6[C@H]([C@@](OC7=CC(=CC(=C67)O)O)(OC5=C(C(=C34)O)[C@@H]8[C@H]([C@H](OC9=CC(=CC(=C89)O)O)C1=CC(=C(C=C1)O)O)O)C1=CC(=C(C=C1)O)O)O)C1=CC(=C(C=C1)O)O)O)O)O)C1=CC(=C(C=C1)O)O)O